1,6-Diisopropyl-1,6-diazacyclodecan C(C)(C)N1CCCCN(CCCC1)C(C)C